N1=NC(=CC2=C1C1=C(CCC2)C=CC=C1)N1N=C(N=C1N)NC=1C=CC2=C(CCC(CC2)NC2CC2)C1 1-(6,7-dihydro-5H-benzo[6,7]cyclohepta[1,2-c]pyridazin-3-yl)-N3-(7-cyclopropylamino-6,7,8,9-tetrahydro-5H-benzo[7]annulene-2-yl)-1H-1,2,4-triazole-3,5-diamine